(S)-1-amino-1'-(3-(1-(3,5-dimethoxyphenyl)vinyl)-1H-pyrazolo[3,4-b]pyrazin-6-yl)-1,3-dihydro-spiro[indene-2,4'-piperidine]-6-carbonitrile N[C@@H]1C2=CC(=CC=C2CC12CCN(CC2)C2=CN=C1C(=N2)NN=C1C(=C)C1=CC(=CC(=C1)OC)OC)C#N